tert-butyl ((1r,3r)-3-(4-(1-(4-((2-(5-methyl-1,2,4-oxadiazol-3-yl) pyrimidin-5-yl)oxy)phenyl)ethyl)phenoxy)cyclobutyl)carbamate CC1=NC(=NO1)C1=NC=C(C=N1)OC1=CC=C(C=C1)[C@H](C)C1=CC=C(OC2CC(C2)NC(OC(C)(C)C)=O)C=C1